9-phenyl-9'-[3-(4,4,5,5-tetramethyl-[1,3,2]dioxaborolan-2-yl)-phenyl]-9H,9'H-[3,3']bicarbazolyl C1(=CC=CC=C1)N1C2=CC=CC=C2C=2C=C(C=CC12)C=1C=CC=2N(C3=CC=CC=C3C2C1)C1=CC(=CC=C1)B1OC(C(O1)(C)C)(C)C